C(C)C=1C(NC=2C=C(C=NC2C1)CN1C2(CC2)CN(CC1)C=1C=CC(=NC1C)C(=O)NC)=O 5-(4-((7-ethyl-6-oxo-5,6-dihydro-1,5-naphthyridin-3-yl)methyl)-4,7-diazaspiro[2.5]octan-7-yl)-N,6-dimethylpicolinamide